S(=O)(=O)(C)OC1CCOCC1 4-Mesyloxytetra-hydropyrane